NC1C(N(C2=C(C(C1)(F)F)C=C(C(=C2)C=2OC(=NN2)N2CCCC2)F)CC2=CC=C(C=C2)N2N=C(N=C2)C(F)(F)F)=O 3-amino-5,5,7-trifluoro-8-(5-pyrrolidin-1-yl-1,3,4-oxadiazol-2-yl)-1-[[4-[3-(trifluoromethyl)-1,2,4-triazol-1-yl]phenyl]methyl]-3,4-dihydro-1-benzazepin-2-one